bis[(3-phenyloxetan-3-yl) methyl] phosphite P(OCC1(COC1)C1=CC=CC=C1)(OCC1(COC1)C1=CC=CC=C1)[O-]